5-acetyl-N,1-bis(4-chlorophenyl)-2-methyl-6-oxo-1,6-dihydropyridine-3-carboxamide C(C)(=O)C1=CC(=C(N(C1=O)C1=CC=C(C=C1)Cl)C)C(=O)NC1=CC=C(C=C1)Cl